N4-(3-chloro-4-fluorophenyl)-7-[[(3S)-tetrahydro-3-furanyl]oxy]-4,6-quinazolinediamine C1COC[C@H]1OC2=C(C=C3C(=C2)N=CN=C3NC4=CC(=C(C=C4)F)Cl)N